NC=1NC(C=2N(C(N(C2N1)[C@@H]1O[C@@H]([C@H]([C@H]1O)F)CO)=O)CC1=C(C(=O)O)C=CC=C1)=O 2-((2-Amino-9-((2R,3S,4S,5R)-4-fluoro-3-hydroxy-5-(hydroxymethyl)tetrahydrofuran-2-yl)-6,8-dioxo-1,6,8,9-tetrahydro-7H-purin-7-yl)methyl)benzoic acid